4-hydroxy-1-methyl-3-nitropyridin-2(1H)-one OC1=C(C(N(C=C1)C)=O)[N+](=O)[O-]